ONC(C1=CC=C(C=C1)NC(CC1=CNC2=CC=C(C=C12)C1=C(C(=CC=C1)C)C)=O)=O N-hydroxy-4-(2-(5-(2,3-dimethylphenyl)-1H-indol-3-yl)acetamido)benzamide